OCC1=CC(=NC=C1)N1CN(C=C1)C(C)C1=C(C=CC(=C1)F)O 3-(4-hydroxymethylpyridin-2-yl)-N-(1-(5-fluoro-2-hydroxyphenyl)ethyl)imidazole